(4S)-(azepan-4-yloxy)-7-(1-methylpyrazol-4-yl)imidazo[1,2-c]pyrimidine N1CC[C@H](CCC1)OC=1N=C2N(C=NC(=C2)C=2C=NN(C2)C)C1